C(C)(=O)C=1C=C(C=NC1OC)C(C)ON1C(C2=CC=CC=C2C1=O)=O 2-(1-(5-acetyl-6-methoxypyridin-3-yl)ethoxy)isoindoline-1,3-dione